ClC=1C=C(C=2N(N1)C=CN2)N2CC(CC2)C(C(=O)NC(C)C)(F)F 2-(1-(6-chloroimidazo[1,2-b]pyridazin-8-yl)pyrrolidin-3-yl)-2,2-difluoro-N-isopropylacetamide